PYRIDAZIN-4(1H)-ONE N1N=CC(C=C1)=O